2-chloro-4-((3-(4-(difluoromethoxy)phenyl)imidazo[1,2-a]pyrazin-8-yl)amino)-N-methylbenzamide ClC1=C(C(=O)NC)C=CC(=C1)NC=1C=2N(C=CN1)C(=CN2)C2=CC=C(C=C2)OC(F)F